C(#N)/C(/C(=O)NCCOCCOCCOCCOCCOCCOC)=C/C1=CC2=CC=C(C=C2C=C1)N1CCCCC1 (Z)-2-cyano-N-(2,5,8,11,14,17-hexaoxanonadec-19-yl)-3-(6-(piperidin-1-yl)naphthalen-2-yl)acrylamide